5-((S)-3-((azetidin-3-ylmethyl)amino)piperidin-1-yl)-2-(2,6-dioxopiperidin-3-yl)isoindoline-1,3-dione N1CC(C1)CN[C@@H]1CN(CCC1)C=1C=C2C(N(C(C2=CC1)=O)C1C(NC(CC1)=O)=O)=O